C1CC12CN(C2)C2=CC=C(C(=N2)CO)CN2C=NC(=C2)C(=O)[O-] 1-[(6-{5-Azaspiro[2.3]hex-5-yl}-2-(hydroxymethyl) pyridin-3-yl) methyl]-1H-imidazole-4-carboxylate